pentachlorophenol laurate (pentachlorophenyl-laurate) ClC(C(C(C(=O)O)(C1=CC=CC=C1)Cl)(Cl)Cl)(CCCCCCCC)Cl.C(CCCCCCCCCCC)(=O)O.ClC1=C(C(=C(C(=C1O)Cl)Cl)Cl)Cl